(4-(benzo[b]thiophen-4-yl)-1-(4-((2-oxo-1,2-dihydroquinolin-7-yl)oxy)butyl)piperazin-1-ium-1-yl)methyl ethyl phosphate P(=O)(OC[N+]1(CCN(CC1)C1=CC=CC=2SC=CC21)CCCCOC2=CC=C1C=CC(NC1=C2)=O)(OCC)[O-]